CC(C=O)NC(CNC(CCCC(NCCOCCC(=O)O)=O)=O)=O 2-methyl-1,4,7,11-tetraoxo-15-oxa-3,6,12-triazaoctadecan-18-oic acid